(3,5-Dichlorophenyl)-N-(2,3-dihydro-1H-inden-1-yl)-4-(dimethylamino)-1H-pyrrolo[2,3-b]pyridine-5-carboxamide ClC=1C=C(C=C(C1)Cl)N1C=CC=2C1=NC=C(C2N(C)C)C(=O)NC2CCC1=CC=CC=C21